2-isopropenyl-4-methyl-4-butyl-1,3-oxazolin-5-one C(=C)(C)C=1OC(C(N1)(CCCC)C)=O